NC(=C(C#N)C1=NN=NN1)C1=NON=C1N 3-amino-3-(4-amino-1,2,5-oxadiazol-3-yl)-2-(1H-tetrazol-5-yl)acrylonitrile